1-benzyl-N-(4,6-dichloro-5-ethyl-pyrimidin-2-yl)pyrazole-4-sulfonamide C(C1=CC=CC=C1)N1N=CC(=C1)S(=O)(=O)NC1=NC(=C(C(=N1)Cl)CC)Cl